NC1=C(C=C(C=N1)C=1C=C2N(N1)CC[C@]21CN(CC1)C(=O)NC(C)(C)C=1N=NN(C1)C)OC(F)(F)F |r| (rac)-2'-[6-amino-5-(trifluoromethoxy)pyridin-3-yl]-N-[2-(1-methyl-1H-1,2,3-triazol-4-yl)propan-2-yl]-5',6'-dihydrospiro[pyrrolidine-3,4'-pyrrolo[1,2-b]pyrazole]-1-carboxamide